3,7-dimethyloctadien-1-ol CC(C=CO)=CCCC(C)C